9-cyclopentyl-N8-phenyl-N2-(4-(4-(piperazin-1-yl)piperidin-1-yl)phenyl)-9H-purine-2,8-Diamine C1(CCCC1)N1C2=NC(=NC=C2N=C1NC1=CC=CC=C1)NC1=CC=C(C=C1)N1CCC(CC1)N1CCNCC1